FC(C(C1=CC=C(C=C1)C1=CC=C(C=C1)NC(=O)C1=CC=C(C=C1)C1=CC=C(C=C1)C(=O)OC)NC1=CC=C(C2=CC=CC=C12)C(=O)O)(F)F 4-[(2,2,2-trifluoro-1-(4'-[4'-(methoxycarbonyl)-[1,1'-biphenyl]-4-amido]-[1,1'-biphenyl]-4-yl)ethyl)amino]naphthalene-1-carboxylic acid